6-bromo-2,3-dimethoxy-pyridine BrC1=CC=C(C(=N1)OC)OC